lutetium-terbium [Tb].[Lu]